FC1=C(\C=N\NC(=O)C=2N=CSC2)C=C(C=C1)C(F)(F)F (E)-N'-(2-fluoro-5-(trifluoromethyl)benzylidene)thiazole-4-carbohydrazide